BrC=1C(=CC(=C(C1)NS(=O)(=O)CC)C)OC1=C(C=C(C=C1)F)F N-(5-bromo-4-(2,4-difluorophenoxy)-2-methylphenyl)ethanesulfonamide